ClC1=C(OCC2=NOC(=N2)CSC2=NN=CN2C2=CC=C(C=C2)C(F)(F)F)C(=CC=C1)Cl 3-((2,6-dichlorophenoxy)methyl)-5-((4-(4-(trifluoromethyl)phenyl)-4H-1,2,4-triazol-3-ylthio)methyl)-1,2,4-oxadiazole